1,3-Bis(N-(2-Hydroxyethyl)N-(4-amino-phenyl)amino)-2-propanol OCCN(C1=CC=C(C=C1)N)CC(CN(CCO)C1=CC=C(C=C1)N)O